1-(4-(4-fluorophenyl)-3,4-dihydroquinoxalin-1(2H)-yl)propan-1-one FC1=CC=C(C=C1)N1CCN(C2=CC=CC=C12)C(CC)=O